CON(C(=O)[14CH]1CC1)C N-methoxy-N-methylcyclopropaneformamide-14C